(Z)-3-(1-(4-amino-2-fluorobut-2-en-1-yl)-1H-benzo[d][1,2,3]triazol-4-yl)-N,N-diethyl-4-methoxybenzenesulfonamide NC\C=C(\CN1N=NC2=C1C=CC=C2C=2C=C(C=CC2OC)S(=O)(=O)N(CC)CC)/F